2-ethyl-5-nitrobenzonitrile C(C)C1=C(C#N)C=C(C=C1)[N+](=O)[O-]